4-(tert-butyl)-N-(3-fluoro-4-(6-methylpyridin-3-yl)-5-(2-trityl-2H-tetrazol-5-yl)phenyl)piperidine-1-carboxamide bistrifluoromethanesulfonimide calcium salt [Ca+2].[N-](S(=O)(=O)C(F)(F)F)S(=O)(=O)C(F)(F)F.C(C)(C)(C)C1CCN(CC1)C(=O)NC1=CC(=C(C(=C1)C=1N=NN(N1)C(C1=CC=CC=C1)(C1=CC=CC=C1)C1=CC=CC=C1)C=1C=NC(=CC1)C)F.[N-](S(=O)(=O)C(F)(F)F)S(=O)(=O)C(F)(F)F